6-Chloro-N-((1-(5-fluoropyridin-2-yl)-3-((1-methyl-1H-pyrazol-5-yl)amino)cyclobutyl)methyl)-2-(trifluoromethyl)quinolin-4-amine ClC=1C=C2C(=CC(=NC2=CC1)C(F)(F)F)NCC1(CC(C1)NC1=CC=NN1C)C1=NC=C(C=C1)F